1-ethyl-1-((R)-1-(3-(8-methoxyimidazo[1,2-a]pyrazin-6-yl)phenyl)ethyl)-3-(1,1,1-trifluoro-3-(1H-1,2,3-triazol-1-yl)propan-2-yl)urea C(C)N(C(=O)NC(C(F)(F)F)CN1N=NC=C1)[C@H](C)C1=CC(=CC=C1)C=1N=C(C=2N(C1)C=CN2)OC